7-dimethylamino-2-oxo-2H-chromene-3-carboxylic acid CN(C1=CC=C2C=C(C(OC2=C1)=O)C(=O)O)C